N4-Methyl-N2-(1-(oxetan-3-yl)piperidin-4-yl)-5-(pyrazolo[1,5-a]pyridin-5-yl)pyrrolo[2,1-f][1,2,4]triazine-2,4-diamine CNC1=NC(=NN2C1=C(C=C2)C2=CC=1N(C=C2)N=CC1)NC1CCN(CC1)C1COC1